COC1=CC=C(C=C1)C(OC[C@@](CO[Si](C(C)C)(C(C)C)C(C)C)(O[C@H](CO)N1C=2N=C(NC(C2N=C1)=O)NC(C(C)C)=O)CO)(C1=CC=CC=C1)C1=CC=C(C=C1)OC N-[9-[(1R)-1-[(1S)-1-[[bis(4-methoxyphenyl)-phenyl-methoxy]methyl]-1-(hydroxy-methyl)-2-triisopropylsilyloxy-ethoxy]-2-hydroxy-ethyl]-6-oxo-1H-purin-2-yl]-2-methyl-propanamide